(1-{4-[3-(5-tert-Butyl-2H-pyrazol-3-yl)-ureido]-phenyl}-1H-benzimidazol-5-yloxy)-tert-butyl acetate C(C)(=O)OC(COC1=CC2=C(N(C=N2)C2=CC=C(C=C2)NC(=O)NC=2NN=C(C2)C(C)(C)C)C=C1)(C)C